C(C=C)(=O)OCCC[Si](OC)(OC)OC acryloyloxypropyltris(methoxy)silane